FC1(CCN(CC1)C1=CC(=CC=2CCOC21)NC(C2=C(C=C(C=C2)I)N2CC1CC1(CC2)C)=O)F N-(7-(4,4-difluoropiperidin-1-yl)-2,3-dihydrobenzofuran-5-yl)-4-iodo-2-(6-methyl-3-azabicyclo[4.1.0]heptane-3-yl)benzamide